ClC=1C=C(C=CC1)C1=CC(=CC=C1)C1=CC=CC=2C(C3=CC=CC=C3C12)(C)C 4-(3'-chloro-[1,1'-biphenyl]-3-yl)-9,9-dimethyl-9H-fluorene